1,3-bis(4-methylphenyl)urea CC1=CC=C(C=C1)NC(=O)NC1=CC=C(C=C1)C